(6-((2-(2,6-dioxopiperidin-3-yl)-1-oxoisoindolin-4-yl)amino)hexyl)benzamide O=C1NC(CCC1N1C(C2=CC=CC(=C2C1)NCCCCCCC1=C(C(=O)N)C=CC=C1)=O)=O